COC1=C(OC=2C(=C(C(=NC2)C(F)(F)F)C)C2=CC(C(=C(N2)C)C(=O)OC)=O)C=CC(=C1)OC(F)(F)F methyl 6-[5-[2-methoxy-4-(trifluoromethoxy)phenoxy]-3-methyl-2-(trifluoromethyl)-4-pyridyl]-2-methyl-4-oxo-1H-pyridine-3-carboxylate